O1COC2=C1C=CC=C2C2=NC(=CC1=C2N=CN(C1=O)[C@H](CO)C)C1=CC=C(C=C1)Cl (S)-8-(benzo[d][1,3]dioxol-4-yl)-6-(4-chlorophenyl)-3-(1-hydroxypropan-2-yl)pyrido[3,4-d]pyrimidin-4(3H)-one